tert-butyl 3-methyl-6-(2'-(1-methylpiperidin-4-yl)-3'-oxo-2',3'-dihydro-1'H-spiro[cyclopropane-1,4'-isoquinolin]-7'-yl)-3,4-dihydropyridine-1(2H)-carboxylate CC1CN(C(=CC1)C1=CC=C2C3(C(N(CC2=C1)C1CCN(CC1)C)=O)CC3)C(=O)OC(C)(C)C